1-(propan-2-yl)-1H-1,2,3-benzotriazole-5-carboxylic acid methyl ester COC(=O)C1=CC2=C(N(N=N2)C(C)C)C=C1